ClS1C(=CC=C1)C(=O)N[C@H]1C[C@H](CCC1)N1C(=NC2=C1C=NC(=C2)C(=O)NC)C2=NC=CC=C2F 3-((1S,3R)-3-(S-chlorothiophene-2-carboxamido)cyclohexyl)-2-(3-fluoropyridin-2-yl)-N-methyl-3H-imidazo[4,5-c]pyridine-6-carboxamide